((3-chloro-2-fluoro-6-(methoxymethoxy)-8-(4,4,5,5-tetramethyl-1,3,2-dioxaborolan-2-yl)naphthalen-1-yl)ethynyl)triisopropylsilane ClC=1C(=C(C2=C(C=C(C=C2C1)OCOC)B1OC(C(O1)(C)C)(C)C)C#C[Si](C(C)C)(C(C)C)C(C)C)F